N-(4-fluoro-2-methyl-phenyl)-2-oxo-benzimidazole-5-sulfonamide FC1=CC(=C(C=C1)NS(=O)(=O)C1=CC=2C(=NC(N2)=O)C=C1)C